nickel-rhodium [Rh].[Ni]